FC1=C(OC=2N=CC(=NC2)NC([C@H](C)N2CC(N(CC2)C(=O)[C@H]2CCC3=C(NC=N3)C2)(C)C)=O)C=CC(=C1)F (S)-N-(5-(2,4-difluorophenoxy)pyrazin-2-yl)-2-(3,3-dimethyl-4-((S)-4,5,6,7-tetrahydro-1H-benzo[d]imidazole-6-carbonyl)piperazin-1-yl)propanamide